hexadecanediic acid C(CCCCCCCCCCCCCCC(=O)O)(=O)O